N1C(=NC=C1)C=1C=C(CNC(OCCC=2C(OC3=CC(=CC=C3C2C)N(CC)CC)=O)=O)C=CC1 2-(7-(diethylamino)-4-methyl-2-oxo-2H-chromen-3-yl)ethyl (3-(1H-imidazol-2-yl)benzyl)carbamate